COC(C(C)(C)N=NC(C(=O)OC)(C)C)=O dimethyl-2,2'-azobis(isobutyrate)